(trans)-Methyl 3-(4-((tert-butyldimethylsilyl)oxy)cyclohexyl)-3-oxopropanoate [Si](C)(C)(C(C)(C)C)O[C@@H]1CC[C@H](CC1)C(CC(=O)OC)=O